O=C1NC(=NC2=CC=CC=C12)CC1CCN(CC1)C1CCN(CC1)C(=O)OC(C)(C)C tert-butyl 4-{4-[(4-oxo-3H-quinazolin-2-yl)methyl]piperidin-1-yl}piperidine-1-carboxylate